1-dimethylethoxysilyl-6-bis(4-methylpiperazin-1-yl)methylsilylhexane C[Si](CCCCCC[SiH2]C(N1CCN(CC1)C)N1CCN(CC1)C)(OCC)C